OCCN1N=C(C(=C1)NC1=NNC2=CC(=CC=C12)[C@@H]1C[C@@]12C(NC1=CC=C(C=C21)OC)=O)OC (1R,2S)-2-(3-[[1-(2-hydroxyethyl)-3-methoxypyrazol-4-yl]amino]-1H-indazol-6-yl)-5'-methoxy-1'H-spiro[cyclopropan-1,3'-indol]-2'-one